(6R,9S)-N-(4,5-dichloro-2-cyanophenyl)-3-oxo-3,5,6,7,8,9-hexahydro-2H-6,9-epimino-cyclohepta[c]pyridine-10-carboxamide ClC1=CC(=C(C=C1Cl)NC(=O)N1[C@H]2CC=3C(=CNC(C3)=O)[C@@H]1CC2)C#N